4-chloro-1-methyl-6-(pyridin-2-yl)-1H-pyrazolo[3,4-d]pyrimidine ClC1=C2C(=NC(=N1)C1=NC=CC=C1)N(N=C2)C